5-(((1H-1,2,3-triazol-5-yl)methyl)amino)-1,3,4-oxadiazole N1N=NC=C1CNC1=NN=CO1